BrCC(=CCO)C 4-bromo-3-methylbut-2-en-1-ol